C=1N=CN2C1C1=CC=CC=C1[C@@H]2[C@@H]2[C@@H](C(OC2(C)C)(C)C)O (3S,4R)-4-((S)-5H-imidazo[5,1-a]isoindol-5-yl)-2,2,5,5-tetramethyltetrahydrofuran-3-ol